C(C)C(CC(C(C(=O)[O-])S(=O)(=O)O)(C(=O)[O-])CC(CCCC)CC)CCCC.COC=1C=CC2=C(CCC=3C(=C4C=CC=CC4=[O+]C23)C2=CC=CC=C2)C1.COC=1C=CC2=C(CCC=3C(=C4C=CC=CC4=[O+]C23)C2=CC=CC=C2)C1 5,6-dihydro-3-methoxy-7-phenylbenzo[C]xanthylium bis(2-ethylhexyl)sulfosuccinate